C(C)(C)(C)N1N=CC(=C1)C1=NC=CC=C1CNC1=C2N=CN(C2=NC(=N1)Cl)C(C)C N-((2-(1-(tert-butyl)-1H-pyrazol-4-yl)pyridin-3-yl)methyl)-2-chloro-9-isopropyl-9H-purin-6-amine